(rac)-4-[3-[2-(2-methoxyphenyl)ethyl]-1-tetrahydropyran-2-yl-pyrazol-4-yl]oxybenzonitrile COC1=C(C=CC=C1)CCC1=NN(C=C1OC1=CC=C(C#N)C=C1)[C@@H]1OCCCC1 |r|